O1C(=CC=C1)CC1(NC2CC(CC(C2C(C1C(=O)[O-])C=1SC=CC1)=O)C1=C(C=CC=C1)OC)C tetrahydro-2-furanylmethyl-7-(2-methoxyphenyl)-2-methyl-5-oxo-4-(2-thienyl)-1,4,5,6,7,8-hexahydro-3-quinolinecarboxylate